methyl (1,2,2,6,6-pentamethyl-4-piperidyl) sebacate C(CCCCCCCCC(=O)OC1CC(N(C(C1)(C)C)C)(C)C)(=O)OC